tert-butyl 6-[4-(4-nitrophenyl)-1-piperidyl]-3,4-dihydro-1H-isoquinoline-2-carboxylate [N+](=O)([O-])C1=CC=C(C=C1)C1CCN(CC1)C=1C=C2CCN(CC2=CC1)C(=O)OC(C)(C)C